5-ethyl-4,5-dihydro-1,2-oxazole-5-carboxylate C(C)C1(CC=NO1)C(=O)[O-]